C(CCC)OC=1C=C(C=CC1)CCC[C@@H](C(=O)O)N1CCN(CCN(CCN(CC1)[C@@H](CO)C(=O)O)[C@@H](CO)C(=O)O)[C@@H](CO)C(=O)O (2S)-5-(3-Butoxyphenyl)-2-{4,7,10-tris[(1S)-1-carboxy-2-hydroxyethyl]-1,4,7,10-tetraazacyclododec-1-yl}pentanoic acid